C1(CC1)C1=CC=C(C=C1)C1=CC(=CC=C1)N(C=1C2=C(N(C(N1)=O)C)C=CC(=N2)C#N)C 4-((4'-cyclopropyl-[1,1'-biphenyl]-3-yl)(methyl)amino)-1-methyl-2-oxo-1,2-dihydropyrido[3,2-d]pyrimidine-6-carbonitrile